CC(C(=O)Cl)=CC α,β-dimethyl-acryloyl chloride